3-amino-N-(5-(2,2-dimethyl-6-oxa-9-azaspiro[4.5]decan-9-yl)-4-(2,6-dimethylphenyl)thiazol-2-yl)-2-fluorobenzenesulfonamide NC=1C(=C(C=CC1)S(=O)(=O)NC=1SC(=C(N1)C1=C(C=CC=C1C)C)N1CCOC2(CCC(C2)(C)C)C1)F